ClC1=CC=CC=2NC=NC21 4-chloro-1H-1,3-benzodiazole